C(C1=CC=CC=C1)OC(=O)N1C(O[C@@H]([C@H]1CN1N=CC=C1)CN1C(C2=CC=CC=C2C1=O)=O)(C)C (4R,5R)-5-[(1,3-dioxo-2,3-dihydro-1H-isoindol-2-yl)methyl]-2,2-dimethyl-4-(1H-pyrazol-1-ylmethyl)-1,3-oxazolidine-3-carboxylic acid benzyl ester